BrC=1C=NN2C1C=C(C=C2N2CCN(CC2)C(N(C)C)=O)S(=O)(=O)N(C(OC(C)(C)C)=O)C2(CC2)C tert-butyl ((3-bromo-7-(4-(dimethylcarbamoyl)piperazin-1-yl)pyrazolo[1,5-a]pyridin-5-yl)sulfonyl)(1-methylcyclopropyl)carbamate